(1R,5S,6r)-6-(1-isopropyl-3-(4-(trifluoromethyl)cyclohexyl)-1H-1,2,4-triazol-5-yl)bicyclo[3.1.0]hexane-3-one C(C)(C)N1N=C(N=C1C1[C@H]2CC(C[C@@H]12)=O)C1CCC(CC1)C(F)(F)F